CC1(CCNCC1)C1=CC=CC=C1 4-methyl-4-phenylpiperidine